C(C)(=O)O.C(C)(=O)O.C(CCCCCCCCC)(=O)NCCNC(CCCCCCCCC)=O N,N'-didecanoyl-ethylenediamine diacetic acid